C(C1=CC=CC=C1)OC(=O)N1C[C@H]([C@@H](C1)O)C(C)C (trans)-3-isopropyl-4-hydroxypyrrolidine-1-carboxylic acid benzyl ester